ethylenebis(dithiocarbamate) C(CNC([S-])=S)NC([S-])=S